C(N)(=O)C1=C(C2=C(C(=N1)C=1C=C3CCN(CC3=CC1)C(=O)OC(C)(C)C)C(=CS2)F)C2=C(C=C(C=C2)F)OC tert-butyl 6-[6-carbamoyl-3-fluoro-7-(4-fluoro-2-methoxy-phenyl) thieno[3,2-c]pyridin-4-yl]-3,4-dihydro-1H-isoquinoline-2-carboxylate